3-(2-(4-((2-(4-(1-(7-azaspiro[3.5]non-2-yl)azetidin-3-yl)piperazine-1-yl)pyrimidin-4-yl)methoxy)phenyl)propan-2-yl)-5-chlorobenzonitrile C1C(CC12CCNCC2)N2CC(C2)N2CCN(CC2)C2=NC=CC(=N2)COC2=CC=C(C=C2)C(C)(C)C=2C=C(C#N)C=C(C2)Cl